FC=1C=CC(=NC1C)N(C(=O)C=1NC(C=CC1)=O)C N-(5-fluoro-6-methylpyridin-2-yl)-N-methyl-6-oxo-1,6-dihydropyridine-2-carboxamide